(2-carboxyethyl)phenylphosphinic Acid C(=O)(O)CCP(O)(=O)C1=CC=CC=C1